N-methylhomopiperazine CN1CCNCCC1